C(C#C)SC1=CC=C(C=C1)CO (4-(prop-2-yn-1-ylthio)phenyl)methanol